C(C)(C)(C)OC(=O)N1CC(C1)(O)CNC(CCl)=O 3-((2-Chloroacetamido)methyl)-3-hydroxyazetidine-1-carboxylic acid tert-butyl ester